O1CCC(CC1)NC(=O)C1=NC2=CC=CC=C2C=N1 N-(tetrahydro-2H-pyran-4-yl)quinazoline-2-carboxamide